COC=1C=C2C=CN=C(C2=C(C1)C)N(C(C1=CN=C(C=C1)C=1SC(=NN1)C)=O)[C@H]1CNCCC1 (R)-N-(6-methoxy-8-methylisoquinolin-1-yl)-6-(5-methyl-1,3,4-thiadiazol-2-yl)-N-(piperidin-3-yl)nicotinamide